tert-Butyl 4-[4-[4-[[2-chloro-6-[3-[2-[1-(trifluoromethyl)cyclopropyl] ethoxy]pyrazol-1-yl]pyridine-3-carbonyl] sulfamoyl]phenyl]butyl]-2,2-dimethyl-pyrrolidine-1-carboxylate ClC1=NC(=CC=C1C(=O)NS(=O)(=O)C1=CC=C(C=C1)CCCCC1CC(N(C1)C(=O)OC(C)(C)C)(C)C)N1N=C(C=C1)OCCC1(CC1)C(F)(F)F